3-bromo-1-(3-chloropyridin-2-yl)-N-(2-bromo-4-chloro-6-(N-butylcarbamoyl)phenyl)-N-methyl-1H-pyrazole-5-carboxamide BrC1=NN(C(=C1)C(=O)N(C)C1=C(C=C(C=C1C(NCCCC)=O)Cl)Br)C1=NC=CC=C1Cl